COC(C1=NC(=C(C=C1)N(C)C1CNC1)F)=O 5-(azetidin-3-yl-(methyl)amino)-6-fluoro-picolinic acid methyl ester